tert-butyl 2-(diethoxyphosphoryl)-3-(3-(oct-3-yn-1-yl)-1,2,4-oxadiazol-5-yl)propanoate C(C)OP(=O)(OCC)C(C(=O)OC(C)(C)C)CC1=NC(=NO1)CCC#CCCCC